2-{3-[(4-methanesulfonyl-2-methoxyphenyl)amino]prop-1-yn-1-yl}-N-[(3S,4R)-3-methoxy-1-methylpiperidin-4-yl]-N-methyl-1-(2,2,2-trifluoroethyl)-1H-indol-4-amine CS(=O)(=O)C1=CC(=C(C=C1)NCC#CC=1N(C=2C=CC=C(C2C1)N(C)[C@H]1[C@H](CN(CC1)C)OC)CC(F)(F)F)OC